butyl ((1R,5S,6s)-3-((1-(4-nitrophenyl)piperidin-4-yl)methyl)-3-azabicyclo[3.1.0]hexan-6-yl)carbamate [N+](=O)([O-])C1=CC=C(C=C1)N1CCC(CC1)CN1C[C@@H]2C([C@@H]2C1)NC(OCCCC)=O